N-cyclopropyl-3-methoxyaniline tert-butyl-4-(5-methyl-4-nitro-pyrazol-1-yl)piperidine-1-carboxylate C(C)(C)(C)OC(=O)N1CCC(CC1)N1N=CC(=C1C)[N+](=O)[O-].C1(CC1)NC1=CC(=CC=C1)OC